ClC1=CC(=C(OC2=CC=C(C=C2)[N+]#N)C=C1)C 4-(4-chloro-2-methylphenoxy)phenyl-diazonium